2-[4-[[4-[[4-(trifluoromethyl)phenyl]methyl]pyrazolo[1,5-a]pyridine-3-carbonyl]amino]cyclohexyl]acetic acid FC(C1=CC=C(C=C1)CC=1C=2N(C=CC1)N=CC2C(=O)NC2CCC(CC2)CC(=O)O)(F)F